CN(C(C(=C)C)=O)S(=O)(=O)C1=CC=CC=C1 N-methyl-N-(benzenesulfonyl)methacrylamide